(S,E)-2-((6-(2-(4-(4-(Dimethylamino)but-2-enoyl)piperazin-1-yl)ethyl)-1-methyl-2-oxo-1,2,3,4,5,6-hexahydrobenzo[b][1,4]diazocin-3-yl)amino)-6-methyl-4-(trifluoromethyl)nicotinonitrile CN(C/C=C/C(=O)N1CCN(CC1)CCN1C2=C(N(C([C@H](CC1)NC1=C(C#N)C(=CC(=N1)C)C(F)(F)F)=O)C)C=CC=C2)C